(3R)-3-[(2-phenyl-[1,2,4]triazolo[1,5-c]quinazolin-5-yl)amino]azepan-2-one methyl-5H,7H,8H-pyrano(4,3-b)pyridine-2-carboxylate COC(=O)C1=CC=C2C(=N1)CCOC2.C2(=CC=CC=C2)C2=NN1C(=NC=3C=CC=CC3C1=N2)N[C@H]2C(NCCCC2)=O